C(/C1=CC=CC=C1)=C\1/OC2=C(C1=O)C=CC=C2 (Z)-2-benzylidenebenzofuran-3(2H)-one